6-(2-tert-butoxycarbonyl-5-fluoro-3,4-dihydro-1H-isoquinolin-7-yl)-1-(3-chlorophenyl)-7-oxo-4,5-dihydropyrazolo[3,4-c]pyridine-3-carboxylic acid C(C)(C)(C)OC(=O)N1CC2=CC(=CC(=C2CC1)F)N1C(C2=C(CC1)C(=NN2C2=CC(=CC=C2)Cl)C(=O)O)=O